(2S,3S,4R,5R)-5-(6-(3-iodobenzylamino)-2-chloro-9H-purin-9-yl)-3,4-dihydroxyl-N-(methyl-d3)-tetrahydrofuran-2-formamide IC=1C=C(CNC2=C3N=CN(C3=NC(=N2)Cl)[C@H]2[C@@H]([C@@H]([C@H](O2)C(=O)NC([2H])([2H])[2H])O)O)C=CC1